The molecule is a 2-oxo monocarboxylic acid anion that is the conjugate base of pyruvic acid, arising from deprotonation of the carboxy group. It has a role as a fundamental metabolite and a cofactor. It derives from a propionate. It is a conjugate base of a pyruvic acid. CC(=O)C(=O)[O-]